C(CCCCCCCCCCCCCCCCCCCCC)C(C(=O)O)=CCC docosyl-pentaenoic acid